OCC[N+](C)(C)C.C(CCCCCCC\C=C/CCCCCCCC)(=O)OC[C@@H](OC(CCCCCCC\C=C/CCCCCCCC)=O)COP(=O)(O)OCC[N+](C)(C)C 1,2-Dioleoyl-sn-glycero-3-phosphocholine choline